N1C(=NC=C1)SC1=CC=C(C(=O)OC)C=C1 methyl 4-(1H-imidazol-2-ylsulfanyl)benzoate